3-(5-(2-methoxyethoxy)pyridin-3-yl)-3-(3-(3-(5,6,7,8-tetrahydro-1,8-naphthyridin-2-yl)propyl)-1H-pyrazol-1-yl)propanoic acid COCCOC=1C=C(C=NC1)C(CC(=O)O)N1N=C(C=C1)CCCC1=NC=2NCCCC2C=C1